COC1=CC=C(CN(C(=O)OCCOC=2C=CC=C(CN(C)C)C2)CC2=CC=C(C=C2)OC)C=C1 5-[bis(4-methoxybenzyl)aminocarbonyloxyethoxy]dimethylbenzylamine